(RS)-N-(2,2-Dimethyltetrahydropyran-4-yl)-6-((5-methyl-3-(6-methylpyridin-3-yl)isoOxazol-4-yl)methoxy)pyridazine-3-carboxamide CC1(OCC[C@H](C1)NC(=O)C=1N=NC(=CC1)OCC=1C(=NOC1C)C=1C=NC(=CC1)C)C |r|